(5-fluoro-4-((4-(piperazin-1-yl)phenyl)amino)pyrimidin-2-yl)aminobenzoate FC=1C(=NC(=NC1)NC1=C(C(=O)[O-])C=CC=C1)NC1=CC=C(C=C1)N1CCNCC1